2-Aminomethyl-1,1,1,3,3,3-hexafluoro-propan-2-ol NCC(C(F)(F)F)(C(F)(F)F)O